O1CC[C@@H](C2=CC=CC=C12)NC(=O)C1=CC2=C(N=C(S2)C=2C(=NN(C2)C)C)C=C1 (S)-N-(chroman-4-yl)-2-(1,3-dimethyl-1H-pyrazol-4-yl)benzo-[d]thiazole-6-carboxamide